5-((4-bromo-1-ethoxy-8-hydroxy-6-methoxy-3-methyl-9,10-dioxo-9,10-dihydroanthracene-2-yl)(ethyl)amino)-8-methoxynaphthalene BrC1=C(C(=C(C=2C(C3=C(C=C(C=C3C(C12)=O)OC)O)=O)OCC)N(C1=C2C=CC=CC2=C(C=C1)OC)CC)C